C(C1=CC=CC=C1)NC(N([C@@H]1CC[C@H](CC1)NC1=NC=C(C=C1)C#N)C1=CC=C(C=C1)C1=CC(=CC=C1)C#N)=O 3-benzyl-1-(3'-cyanobiphenyl-4-yl)-1-(trans-4-((5-cyanopyridin-2-yl)amino)cyclohexyl)urea